N1CC(C1)OC(C(C1=CC=CC=C1)(C1=CC=CC=C1)O)=O 2-hydroxy-2,2-diphenylacetic acid azetidin-3-yl ester